CNC(=O)C1CCC(CC1)NC(OC(C)(C)C)=O tert-butyl ((1s,4s)-4-(methylcarbamoyl)cyclohexyl)carbamate